COC(=O)C1=CC=CC=2N1N=NC2 Triazolo[1,5-a]Pyridine-7-carboxylic acid methyl ester